(2R,3S,5R)-5-(6-amino-2-fluoro-9H-purin-9-yl)-2-ethynyl-2-(hydroxymethyl)tetrahydrofuran-3-yl dodecylcarbamate C(CCCCCCCCCCC)NC(O[C@@H]1[C@](O[C@H](C1)N1C2=NC(=NC(=C2N=C1)N)F)(CO)C#C)=O